NC1=C(N=C2N1C=CC=C2C2=C(C=CC(=C2)C)F)C(=O)NCCC 3-Amino-8-(2-fluoro-5-methylphenyl)-N-propylimidazo[1,2-a]pyridine-2-carboxamide